C(C)(C)(C)OC(=O)N1CCC(=CC1)C1=NC(=C(C=C1)C(N)=O)C1=CC=C(C=C1)OC1=CC=CC=C1.CNC(C1=C(C=CC=C1)SCC)=O N-methyl-2-(ethylthio)benzamide tert-butyl-5-carbamoyl-6-(4-phenoxyphenyl)-3',6'-dihydro-[2,4'-bipyridine]-1'(2'H)-carboxylate